C(C)(C)(C)OC(NC1=C(N=C(S1)C)C)=O (2,4-dimethylthiazol-5-yl)carbamic acid tert-butyl ester